CC1=CC[C@H](C(C)(O)C)CC1 |r| (+/-)-alpha-terpineol